FC1(CN(C[C@@H](C1)N1C(CCC1)=O)C(=O)OC(C)(C)C)F tert-butyl (5R)-3,3-difluoro-5-(2-oxopyrrolidin-1-yl)piperidine-1-carboxylate